C(C)NC1=NC=2C=C(C(=CC2C2=C1CC1(C2)CCCC1)OC)OCCCN1CCCC1 N-ethyl-8'-methoxy-7'-(3-(pyrrolidin-1-yl)propoxy)-1',3'-dihydrospiro[cyclopentane-1,2'-cyclopenta[c]quinolin]-4'-amine